C(#N)C1=[NH+]C=CC=C1 2-cyanopyridinium